ClC1=C(C=C(OCC(=O)NC23C(CC(CC2)(CC3)NCC3=CC=C(C=C3)OC)O)C=C1)F 2-(4-chloro-3-fluorophenoxy)-N-(2-hydroxy-4-{[(4-methoxyphenyl)methyl]amino}bicyclo[2.2.2]octan-1-yl)acetamide